8-[3-(4-chloro-1H-pyrrol-2-yl)-1,2,4-oxadiazol-5-yl]-2-fluoro-8,9,10,10a,11,12-hexahydrodipyrido[1,2-a:2',3'-e]azepin-5(7H)-one ClC=1C=C(NC1)C1=NOC(=N1)C1CCC2N(C(C3=C(CC2)N=C(C=C3)F)=O)C1